BrC=1C=C(C(=NC1)C(=O)Cl)S(=O)(=O)CC 5-bromo-3-ethylsulfonyl-pyridine-2-carbonyl chloride